4-(2-(4-(2-acetyl-5-chlorophenyl)-5-methoxy-2-oxopyridin-1(2H)-yl)-3-(4-fluorophenyl)propionylamino)benzoic acid C(C)(=O)C1=C(C=C(C=C1)Cl)C1=CC(N(C=C1OC)C(C(=O)NC1=CC=C(C(=O)O)C=C1)CC1=CC=C(C=C1)F)=O